2-chloro-9-(tetrahydro-2H-pyran-2-yl)-N-((tetrahydro-2H-pyran-4-yl)methyl)-9H-purin-6-amine ClC1=NC(=C2N=CN(C2=N1)C1OCCCC1)NCC1CCOCC1